PHOSPHINO-UREA PNC(=O)N